C(C)OC(=O)C1=CC(=NC(=C1N)C1=C2C=NN(C2=CC=C1C)C1OCCCC1)C=1C(=NC=CC1)F ethyl-5-amino-2'-fluoro-6-(5-methyl-1-(tetrahydro-2H-pyran-2-yl)-1H-indazol-4-yl)-[2,3'-bipyridine]-4-carboxylate